4-methoxybenzyl azide COC1=CC=C(CN=[N+]=[N-])C=C1